2-(3-(methoxymethoxy)naphthalen-1-yl)-4,4,5,5-tetramethyl-1,3,2-dioxaborinane COCOC=1C=C(C2=CC=CC=C2C1)B1OCC(C(O1)(C)C)(C)C